(4-(benzyloxy)phenyl)(1-methyl-4,10-dihydrobenzo[b]pyrazolo[3,4-e][1,4]diazepin-5(1H)-yl)methanone C(C1=CC=CC=C1)OC1=CC=C(C=C1)C(=O)N1C2=C(NC3=C(C1)C=NN3C)C=CC=C2